6-(4-(2-aminoethyl)piperidin-1-yl)-2-((2-fluoro-4-((2-(2-fluoro-3-nitrophenyl)propan-2-yl)sulfonyl)phenyl)thio)-5-methoxy-N-(5-methyl-1H-pyrazol-3-yl)pyrimidin-4-amine NCCC1CCN(CC1)C1=C(C(=NC(=N1)SC1=C(C=C(C=C1)S(=O)(=O)C(C)(C)C1=C(C(=CC=C1)[N+](=O)[O-])F)F)NC1=NNC(=C1)C)OC